(S)-pentyl 2-aminopropanoate hydrochloride Cl.N[C@H](C(=O)OCCCCC)C